(S)-2-amino-3-(3-fluoro-4-((3-methyl-1H-pyrrolo[2,3-b]pyridin-4-yl)oxy)phenyl)propanamide N[C@H](C(=O)N)CC1=CC(=C(C=C1)OC1=C2C(=NC=C1)NC=C2C)F